C(C)(C)(C)OC(=O)N1C(C2=CC=CC(=C2CC1)NC(C(OC)C)=O)C(=O)O 2-(tert-Butoxycarbonyl)-5-(2-methoxy-N-methylacetylamino)-1,2,3,4-tetrahydroisoquinoline-1-carboxylic acid